2-[[5-(4,6-dicyclopropylpyrimidin-5-yl)-3-[[4-[1-methyl-4-(trifluoromethyl)imidazol-2-yl]phenyl]methyl]pyrazolo[4,3-d]pyrimidin-1-yl]methoxy]ethyl-trimethyl-silane C1(CC1)C1=NC=NC(=C1C=1N=CC2=C(N1)C(=NN2COCC[Si](C)(C)C)CC2=CC=C(C=C2)C=2N(C=C(N2)C(F)(F)F)C)C2CC2